N-(3-(5-(2-acetamidopyridin-4-yl)-2-(methylthio)-1H-imidazol-4-yl)phenyl)-2-((1,3-dioxoisoindolin-2-yl)methyl)benzamide C(C)(=O)NC1=NC=CC(=C1)C1=C(N=C(N1)SC)C=1C=C(C=CC1)NC(C1=C(C=CC=C1)CN1C(C2=CC=CC=C2C1=O)=O)=O